1-(4-((1-hydroxy-2-methylpropan-2-yl)oxy)-3-methylphenyl)-3-(3-isopropyl-5-(4-(trifluoromethyl)phenyl)thiophen-2-yl)propan-1-one OCC(C)(C)OC1=C(C=C(C=C1)C(CCC=1SC(=CC1C(C)C)C1=CC=C(C=C1)C(F)(F)F)=O)C